NC1=C(C=CC=C1)C=1OC2=C(N1)C=C(C=C2)N (aminophenyl)-5-aminobenzoxazole